o-sulfophenylalanine S(=O)(=O)(O)C1=C(C[C@H](N)C(=O)O)C=CC=C1